[S-2].FC(S(=O)(=O)[Zn]S(=O)(=O)C(F)(F)F)(F)F bis-trifluoromethanesulfonyl-zinc sulfide